COC(=O)[C@]1(N(CC(C1)=C)C(C1=C(C=C(C(=C1)OC)OCC1=CC=CC=C1)[N+](=O)[O-])=O)C (S)-methyl-1-(4-(benzyloxy)-5-methoxy-2-nitrobenzoyl)-4-methylenepyrrolidine-2-carboxylic acid methyl ester